(R)-N2-(4-methoxy-3-((1-methylpyrrolidin-3-yl)methoxy)phenyl)-N4-methylpyrimidine-2,4-diamine COC1=C(C=C(C=C1)NC1=NC=CC(=N1)NC)OC[C@H]1CN(CC1)C